C1(=CC=CC=C1)C=1C=C2C=NC=NC2=C(C1)C=1C=C(N)C=CC1 3-(6-phenylquinazolin-8-yl)aniline